N1(N=CN=C1)CC(=O)O 2-(1H-1,2,4-triazol-1-yl)acetic acid